[C@H]12CCC#CCC[C@@H]2C1COC(NCCNC(CCOCCOCCOCCOCCN(C1=NC(=NC(=N1)N(CCOCCOCCOCCOCCC(NCCNC(OCC1C2CCC#CCCC12)=O)=O)CCOCCOCCOCCOCCC(NCCNC(OCC1[C@H]2CCC#CCC[C@@H]12)=O)=O)NCCC(=O)OC1=C(C(=C(C(=C1F)F)F)F)F)CCOCCOCCOCCOCCC(NCCNC(OCC1[C@H]2CCC#CCC[C@@H]12)=O)=O)=O)=O perfluorophenyl 3-((4,6-bis(bis(1-((1R,8S,9s)-bicyclo[6.1.0]non-4-yn-9-yl)-3,8-dioxo-2,11,14,17,20-pentaoxa-4,7-diazadocosan-22-yl)amino)-1,3,5-triazin-2-yl)amino)propanoate